C(C)(C)(C)OC(=O)C1N(CCC1)O (tert-butoxycarbonyl)(hydroxy)pyrrolidine